3-(3-methyl-2-oxo-4-(1'-(piperidin-4-ylmethyl)-[4,4'-bipiperidin]-1-yl)-2,3-dihydro-1H-benzo[d]imidazol-1-yl)piperidine-2,6-dione CN1C(N(C2=C1C(=CC=C2)N2CCC(CC2)C2CCN(CC2)CC2CCNCC2)C2C(NC(CC2)=O)=O)=O